ClC1=C(C=CC=C1)[C@@H](C(=O)NC1CC(C1)(F)F)N(C(=O)[C@H]1N(C(CC1)=O)C1=NC=CC(=C1)C#N)C1=CC(=CC=C1)S(N)(=O)=O (S)-N-((S)-1-(2-Chlorophenyl)-2-(3,3-difluorocyclobutylamino)-2-oxoethyl)-1-(4-cyanopyridin-2-yl)-5-oxo-N-(3-sulfamoylphenyl)pyrrolidine-2-carboxamide